2-chloro-3'-(3-(2,6-dicyanophenyl)-1-((4-(difluoro-methyl)phenyl)sulfonyl)-5-fluoro-1H-indol-2-yl)-5-fluoro-[1,1'-biphenyl]-4-carboxylic acid ClC1=C(C=C(C(=C1)C(=O)O)F)C1=CC(=CC=C1)C=1N(C2=CC=C(C=C2C1C1=C(C=CC=C1C#N)C#N)F)S(=O)(=O)C1=CC=C(C=C1)C(F)F